C(C1=CC=CC=C1)(=O)[C@@]1(C[C@H](OCSC)[C@@H](CO[Si](C)(C)C(C)(C)C)O1)N1C(=O)N=C(N)C=C1 benzoyl-3'-O-methylthiomethyl-5'-O-tert-butyldimethylsilyl-2'-deoxycytidine